C1(CC1)CN1CC(/C(/CC1)=C/F)(C(=O)OC)C methyl (E)-1-(cyclopropylmethyl)-4-(fluoromethylene)-3-methylpiperidine-3-carboxylate